C1(CC1)C1=C(C=CC(=C1)F)N(C(CN1CCC(CC1)CN1C(C2=C(C=CC(=C2C1=O)F)F)=O)=O)C1=CC=C(C2=NON=C21)[N+](=O)[O-] N-(2-cyclopropyl-4-fluorophenyl)-2-(4-((4,7-difluoro-1,3-dioxoisoindol-2-yl)methyl)piperidine-1-yl)-N-(7-nitrobenzo[c][1,2,5]oxadiazol-4-yl)acetamide